3-{5-(2-chloropyrimidin-4-yl)-4-[3-(2,5-difluorobenzenesulfonylamino)-2-fluorophenyl]-thiazol-2-yl}-morpholine-4-carboxylic acid tert-butyl ester C(C)(C)(C)OC(=O)N1C(COCC1)C=1SC(=C(N1)C1=C(C(=CC=C1)NS(=O)(=O)C1=C(C=CC(=C1)F)F)F)C1=NC(=NC=C1)Cl